2-tert-butyl-6-(2-hydroxy-2-methylpropyl)-6,7-dihydro-4H-pyrazolo[1,5-a]pyrrolo[3,4-d]pyrimidine C(C)(C)(C)C1=NN2C(NC=3C(=C2)CN(C3)CC(C)(C)O)=C1